(4-methoxy)-2-phenylpyridine COC1=CC(=NC=C1)C1=CC=CC=C1